ClC(C=1N=C2N(C=C(C=C2)C)C1)Cl 2-dichloromethyl-6-methylimidazo[1,2-a]pyridine